C(C)C1=C(SC=C1C1CCC2=CC=CC=C12)NC(C1=CC=CC=C1)=O ethyl-2-benzamido-4-(2,3-dihydro-1H-inden-1-yl)thiophene